[N+](=O)([O-])C=1C=CC(=NC1NC1=NC=NC=C1)N1CCN(CC1)C(=O)OC(C)(C)C tert-butyl 4-[5-nitro-6-(pyrimidin-4-ylamino)-2-pyridinyl]Piperazine-1-carboxylate